zirconium(IV) tetra-ethoxide [O-]CC.[O-]CC.[O-]CC.[O-]CC.[Zr+4]